2-(5-Bromo-1h-indol-3-yl)-1h-phenanthro[9,10-d]imidazole BrC=1C=C2C(=CNC2=CC1)C1=NC2=C(N1)C1=CC=CC=C1C=1C=CC=CC12